OCC1COC2(N1CCO)CCC1(OCC(N1CCO)CO)CC2 2,2'-(3,11-bis(hydroxymethyl)-1,9-dioxa-4,12-diazadispiro[4.2.48.25]tetradecane-4,12-diyl)bis(ethan-1-ol)